C1CCC2=C(C=CC=C12)C1=C(C=C2C(=N1)C(=NN2CC2=CC=C(C=C2)OC)C=2C=CC(=NC2)C2CC(C2)NC)OC 3-(5-(5-(2,3-dihydro-1H-inden-4-yl)-6-methoxy-1-(4-methoxybenzyl)-1H-pyrazolo[4,3-b]pyridin-3-yl)pyridin-2-yl)-N-methylcyclobutan-1-amine